FC1=C(C=C(C=C1)C=1C=C2C(=NC1)N(C(N2CC=2C=NC=CC2)=O)C)C(F)(F)F 6-[4-fluoro-3-(trifluoromethyl)phenyl]-3-methyl-1-(3-pyridylmethyl)imidazo[4,5-b]pyridin-2-one